[N+](=O)([O-])C(C)(C)[C@@H]1C(C2=CC=CC=C2CC1)=O |r| (+-)-2-(2-nitro-2-propyl)-3,4-dihydronaphthalene-1(2H)-one